ClC=1C=C(C=C(C1)Cl)[C@@]1(CC(=NO1)C1=CC(=C(C(=O)O)C=C1)C)C(F)(F)F (5S)-4-[5-(3,5-dichloro-phenyl)-5-(trifluoromethyl)-4H-isoxazol-3-yl]-2-methyl-benzoic acid